C(#N)C=1C=CC(=C(C1)C1=CC(=NC=C1C(=O)NC=1SC2=NC(=CC=C2N1)C1=CC=C(C=C1)C(=O)N1CCOCC1)C)OC 4-(5-cyano-2-methoxyphenyl)-6-methyl-N-(5-(4-(morpholine-4-carbonyl)phenyl)thiazolo[5,4-b]pyridin-2-yl)nicotinamide